[(3S*,4R*,Z)-4-(2-fluoro-4-methoxy-phenyl)-2-(methoxy-imino)pyrrolidin-3-yl]carbamic acid benzyl ester C(C1=CC=CC=C1)OC(N[C@@H]1/C(/NC[C@H]1C1=C(C=C(C=C1)OC)F)=N/OC)=O |o1:10,14|